ClC=1C(=NC(=NC1)NC1=CC=C(C=N1)N1CCN(CC1)C(C)=O)NC1=CC(=CC=C1)C(F)(F)F 1-(4-(6-((5-chloro-4-((3-(trifluoromethyl)phenyl)amino)pyrimidin-2-yl)amino)pyridin-3-yl)Piperazin-1-yl)ethanone